ClC1=CC(=C(C=C1)N=NC1=C(C(=CC(=C1)C)C(C)(C)C)O)[N+](=O)[O-] 2-[2-(4-chloro-2-nitrophenyl)diazenyl]-6-(1,1-dimethylethyl)-4-methylphenol